8-Methyl-2-[(2R)-tetrahydrofuran-2-ylmethyl]-4,5-dihydro-2H-furo[2,3-g]indazole-7-carboxylic acid ethyl ester C(C)OC(=O)C1=C(C2=C(CCC3=CN(N=C23)C[C@@H]2OCCC2)O1)C